N1(C=NC=C1)C=1N=CC2=C(N1)C(=CC(N2C)=O)NC2CCC(CC2)OCCOC 2-(1H-Imidazol-1-yl)-8-(((1R,4R)-4-(2-methoxyethoxy)cyclohexyl)amino)-5-methylpyrido[3,2-d]pyrimidin-6(5H)-on